(19R)-3-ethyl-9,16-difluoro-19-methyl-20-oxa-3,4,11,12,23-pentaazapentacyclo[19.3.1.02,6.08,12.013,18]pentacosa-1(24),2(6),4,8,10,13,15,17,21(25),22-decaen-22-amine C(C)N1C=2C3=CN=C(C(O[C@@H](C4=CC(=CC=C4N4N=CC(=C4CC2C=N1)F)F)C)=C3)N